CC1=CC2=NC=NN2C=C1NC3=NC=C4C(=N3)N(C(=O)N4C)C5CCC(CC5)O 9-((1r,4r)-4-hydroxycyclohexyl)-7-methyl-2-((7-methyl-[1,2,4]triazolo[1,5-a]pyridin-6-yl)amino)-7,9-dihydro-8H-purin-8-one